8-methyldec-1-ene CC(CCCCCC=C)CC